6,8-dihydro-5H-quinolin-7-one N1=CC=CC=2CCC(CC12)=O